C[N+]1=C(C=C(C=C1C)C)C N,2,4,6-tetramethylpyridinium